tert-butyl ((4-cyano-1-(4-(trifluoromethoxy)phenyl)-1H-indazol-3-yl)methyl)carbamate C(#N)C1=C2C(=NN(C2=CC=C1)C1=CC=C(C=C1)OC(F)(F)F)CNC(OC(C)(C)C)=O